N-((1-aminocyclobutyl)methyl)-4-(6-(5-fluoropyridin-3-yl)pyrazin-2-yl)benzamide, sulfuric acid salt S(O)(O)(=O)=O.NC1(CCC1)CNC(C1=CC=C(C=C1)C1=NC(=CN=C1)C=1C=NC=C(C1)F)=O